C(C)(=O)C1=NC=C(C=N1)OC1=CC=C(C=C1)C(C)(C)C1=CC=C(O[C@H]2C[C@H](C2)NC=2C=C3C(N(C(C3=CC2)=O)C2C(NC(CC2)=O)=O)=O)C=C1 5-(((cis)-3-(4-(2-(4-((2-acetylpyrimidin-5-yl)oxy)phenyl)propan-2-yl)phenoxy)cyclobutyl)amino)-2-(2,6-dioxopiperidin-3-yl)isoindolin-1,3-dione